3,5-difluoro-N-[4-fluoro-5-(2-morpholin-4-ylpyrimidin-5-yl)-2-[(3R,5S)-3,4,5-trimethylpiperazin-1-yl]phenyl]benzamide FC=1C=C(C(=O)NC2=C(C=C(C(=C2)C=2C=NC(=NC2)N2CCOCC2)F)N2C[C@H](N([C@H](C2)C)C)C)C=C(C1)F